(S)-2-(4-bromo-2-methylphenyl)-2-((2R,3R,4R,5R,6R)-3,4,5-tris(benzyloxy)-6-((benzyloxy)methyl)tetrahydro-2H-pyran-2-yl)ethan-1-ol BrC1=CC(=C(C=C1)[C@@H](CO)[C@H]1O[C@@H]([C@H]([C@@H]([C@@H]1OCC1=CC=CC=C1)OCC1=CC=CC=C1)OCC1=CC=CC=C1)COCC1=CC=CC=C1)C